N(C1=CC=CC=C1)C1=NC(=NC(=N1)N1CCOCC1)NC=1C=C(C(=CC1)C=CC=1C(=CC(=CC1)NC1=NC(=NC(=N1)NC1=CC=CC=C1)N1CCOCC1)S(=O)(=O)[O-])S(=O)(=O)[O-].[Na+].[Na+] disodium 4,4'-bis{[4-anilino-6-morpholinyl-s-triazin-2-yl]-amino}-2,2'-stilbenedisulphonate